ClC=1C=NC(=NC1)CCN1C(=NC=2C1=NC=C(C2)F)N2C[C@H]([C@@H](CC2)F)N (3R,4R)-1-(3-((5-chloropyrimidin-2-yl)ethyl)-6-fluoro-3H-imidazo[4,5-b]pyridin-2-yl)-4-fluoropiperidin-3-amine